((2S,3S,4R,5R)-2-fluoro-3,4-dihydroxy-5-(4-oxo-3,4-dihydro-7H-pyrrolo[2,3-d]pyrimidin-7-yl)tetrahydrofuran-2-yl)methyl tetrahydrogen triphosphate O(P(O)(=O)OP(=O)(O)OP(=O)(O)O)C[C@]1(O[C@H]([C@@H]([C@@H]1O)O)N1C=CC2=C1N=CNC2=O)F